C(C)(C)(C)S(=O)NC(C(F)(F)F)C12CC(C1)(C2)C(=O)OCC ethyl 3-(1-((tert-butylsulfinyl)amino)-2,2,2-trifluoroethyl)bicyclo[1.1.1]pentane-1-carboxylate